[Mn+2].C1(=CC=C(C=C1)C1=C2C=CC(C(=C3C=CC(=C(C=4C=CC(=C(C5=CC=C1N5)C5=CC=C(C=C5)C)N4)C4=CC=C(C=C4)C)N3)C3=CC=C(C=C3)C)=N2)C tetra-p-tolylporphyrin manganese (II)